N,N'-bis(3-aminobenzoyl)-2,5-diamino-1,4-dihydroxybenzene NC=1C=C(C(=O)NC2=C(C=C(C(=C2)O)NC(C2=CC(=CC=C2)N)=O)O)C=CC1